(S)-N-(2-Chloro-6-fluorophenyl)-6-(3-(chloromethyl)-4-ethyl-5-oxo-4,5-dihydro-1H-1,2,4-triazol-1-yl)-5-fluoro-2-((1,1,1-trifluoropropan-2-yl)oxy)nicotinamide ClC1=C(C(=CC=C1)F)NC(C1=C(N=C(C(=C1)F)N1N=C(N(C1=O)CC)CCl)O[C@H](C(F)(F)F)C)=O